C1(=CC=CC2=CC=CC=C12)OCCCC1=C(NC2=CC=CC=C12)C(=O)[O-] 3-{3-[(naphthalen-1-yl)oxy]propyl}-1H-indole-2-carboxylate